7-(3-(N-(2,6-dimethyl-4-(trifluoromethyl)phenyl)sulfamoyl)phenyl)heptanoic acid CC1=C(C(=CC(=C1)C(F)(F)F)C)NS(=O)(=O)C=1C=C(C=CC1)CCCCCCC(=O)O